8-acetyl-3-cyclopropyl-6-fluoro-2-(4-methyltetrahydro-2H-pyran-4-yl)quinazolin-4(3H)-one C(C)(=O)C=1C=C(C=C2C(N(C(=NC12)C1(CCOCC1)C)C1CC1)=O)F